4-(4-(2,4-dihydroxy-5-isopropylphenyl-thioamino)benzyl)piperazine-1-carboxylic acid tert-butyl ester C(C)(C)(C)OC(=O)N1CCN(CC1)CC1=CC=C(C=C1)NSC1=C(C=C(C(=C1)C(C)C)O)O